FC(CN1N=NC(=C1)C(=O)NCC1=NC=CC(=C1)C(F)(F)F)CCN1N=NC(=C1)C(N[C@@H](C)C1=CC=CC=C1)=O 1-[2-fluoro-4-(4-{[(1S)-1-phenylethyl]carbamoyl}-1H-1,2,3-triazol-1-yl)butyl]-N-{[4-(trifluoromethyl)pyridin-2-yl]methyl}-1H-1,2,3-triazole-4-carboxamide